(3R)-N-[4-(3-Cyanophenyl)-5-(2,6-dimethyl-4-pyridyl)thiazol-2-yl]-3-methylpiperazine-1-carboxamide C(#N)C=1C=C(C=CC1)C=1N=C(SC1C1=CC(=NC(=C1)C)C)NC(=O)N1C[C@H](NCC1)C